1-Nonyl-3-ethylpiperidinium fluorid [F-].C(CCCCCCCC)[NH+]1CC(CCC1)CC